7-(3-methylbenzyloxy)-3-chromonic acid CC=1C=C(COC2=CC=C3CC(C(OC3=C2)C(=O)O)=O)C=CC1